(R)-6-{4-[(6-methoxypyridin-3-yl)oxy]piperidin-1-yl}-5-methyl-N-(5,6,7,8-tetrahydroquinolin-7-yl)pyridazine-3-carboxamide COC1=CC=C(C=N1)OC1CCN(CC1)C1=C(C=C(N=N1)C(=O)N[C@@H]1CCC=2C=CC=NC2C1)C